C12(C3C4C5C3C1C5C24)C=CCCCCCCCCCC(=O)O 12-(cuban-1-yl)dodeca-11-enoic acid